BrC=1C(=C(C=C2C1C(=O)NC2=O)Cl)Cl 6-bromo-4,5-dichlorophthalimide